3-(5-fluoropyridin-2-yl)aniline FC=1C=CC(=NC1)C=1C=C(N)C=CC1